4-Bromo-3-fluoro-2-[(1s,2s)-1-cyano-2-fluoro-cyclopropyl]benzoic acid methyl ester COC(C1=C(C(=C(C=C1)Br)F)[C@]1([C@H](C1)F)C#N)=O